methyl-2-cyclohexyl alcohol CC1C(CCCC1)O